Cl.ClC1=C(C=CC=C1OC)C=1C(=C2C(=NC(=NN2C1)C=1N(C=CN1)C)N[C@H]1C[C@@H](CC1)OC)C1=CC=CC=C1 |r| rac-6-(2-Chloro-3-methoxyphenyl)-N-((1R,3R)-3-methoxycyclopentyl)-2-(1-methyl-1H-imidazol-2-yl)-5-phenylpyrrolo[2,1-f][1,2,4]triazin-4-amine hydrochloride